2-acrylamido-N-(3-(3,5-dimethoxyphenethyl)-1H-pyrazol-5-yl)-4-morpholinebenzamide C(C=C)(=O)NC1CN(CCO1)C1=CC=CC=C1C(=O)NC1=CC(=NN1)CCC1=CC(=CC(=C1)OC)OC